(E)-2-Buten C\C=C\C